2-(4-(azetidin-3-ylethynyl)-1H-pyrazol-1-yl)-N-(6-cyano-5-(trifluoromethyl)pyridin-3-yl)-2-methylpropanamide N1CC(C1)C#CC=1C=NN(C1)C(C(=O)NC=1C=NC(=C(C1)C(F)(F)F)C#N)(C)C